FC1=CC=CC=2COCCCOC=3C(=CC=C(C4=NNC5=CN=C(C12)C=C45)C3)N3CC4CCC(C3)N4CCO 2-(3-{17-fluoro-7,11-dioxa-20,23,24-triazapentacyclo[17.5.2.12,6.013,18.022,25]heptacosa-1(24),2,4,6(27),13(18),14,16,19,21,25-decaen-5-yl}-3,8-diazabicyclo[3.2.1]octan-8-yl)ethan-1-ol